tert-butyl (2-((3-formylpyridin-2-yl)oxy)ethyl)carbamate C(=O)C=1C(=NC=CC1)OCCNC(OC(C)(C)C)=O